N-((2,6-dihydroxy-5'-methyl-4-pentyl-1',2',3',4'-tetrahydro-[1,1'-biphenyl]-3-yl)sulfonyl)pivalamide OC1=C(C(=CC(=C1S(=O)(=O)NC(C(C)(C)C)=O)CCCCC)O)C1CCCC(=C1)C